1-(tert-butyl) 7'-methyl 8'-(bromomethyl)dispiro[azetidine-3,2'-chromane-4',2''-[1,3]dioxolane]-1,7'-dicarboxylate BrCC=1C(=CC=C2C1OC1(CC23OCCO3)CN(C1)C(=O)OC(C)(C)C)C(=O)OC